3-methyl-4-propyl-1H-1,2,4-triazol-5-one CC1=NNC(N1CCC)=O